COC(=O)C1=NC(=C(C=C1N)C(F)(F)F)Br amino-6-bromo-5-trifluoromethyl-pyridine-2-carboxylic acid methyl ester